C(C)(=O)N1CCN(CC1)CC1=CC=C(C=C1)NC(OCC1=CC=C(C=C1)Cl)=O 4-chlorobenzyl (4-((4-acetylpiperazin-1-yl)methyl)phenyl)carbamate